ClC1=CC(=NC(=N1)N1CC(CC1)O)N1CCN(CC1)C(=O)OC(C)(C)C tert-butyl 4-[6-chloro-2-(3-hydroxypyrrolidin-1-yl)pyrimidin-4-yl]piperazine-1-carboxylate